(S)-N-(4-(3-(2,3-dihydro-4H-pyrido[3,2-b][1,4]oxazin-4-yl)phenyl)thiazol-2-yl)azetidine-2-carboxamide hydrochloride Cl.O1C2=C(N(CC1)C=1C=C(C=CC1)C=1N=C(SC1)NC(=O)[C@H]1NCC1)N=CC=C2